C12COCC(CC(C1)C1=NC=3C(=NC=CC3C3CCN(CC3)C(=O)C3=CC=C(C=C3)OC(F)(F)F)N1)N2 (rac)-[4-[2-(3-oxa-9-azabicyclo[3.3.1]nonan-7-yl)-3H-imidazo[4,5-b]pyridin-7-yl]-1-piperidyl]-[4-(trifluoromethoxy)phenyl]methanone